CC=1C(=NC(=C(C(=O)O)C1)N1CCC(CCC1)(F)F)CC methyl-2-(4,4-difluoroazepan-1-yl)-6-ethylnicotinic acid